ClCC(=O)NC1=NC=C(C=N1)Cl 2-Chloro-N-(5-chloropyrimidin-2-yl)acetamide